[5-(2,4-difluorophenyl)isoxazol-3-yl]-[4-(4,5,6,7-tetrahydropyrazolo[1,5-a]pyridin-3-yl)-3,4-dihydro-1H-isoquinolin-2-yl]methanone FC1=C(C=CC(=C1)F)C1=CC(=NO1)C(=O)N1CC2=CC=CC=C2C(C1)C=1C=NN2C1CCCC2